5-chloro-N-(3-(2-(cyclopropylamino)-[1,2,4]triazolo[4',3':1,6]pyrido[2,3-d]pyrimidin-6-yl)-2-fluorophenyl)-2-methoxypyridine-3-sulfonamide ClC=1C=C(C(=NC1)OC)S(=O)(=O)NC1=C(C(=CC=C1)C1=CC2=C(N=C(N=C2)NC2CC2)N2C1=NN=C2)F